CC1=C(C=C(C(=C1)O)C)CC1=C(C(=CC(=C1C)C)CC1=C(C=C(C(=C1)C)O)C)O 2,6-Bis-[2,5-dimethyl-4-hydroxyphenyl-methyl]-3,4-dimethylphenol